6-(tert-butyl)-4,4-difluoro-3-hydroxy-3,4-dihydroisoquinolin-1(2H)-one C(C)(C)(C)C=1C=C2C(C(NC(C2=CC1)=O)O)(F)F